bis(trifluoromethoxy)ethane FC(OC(C)OC(F)(F)F)(F)F